C(C)N(C=1C2=C(N=C(N1)OC[C@]13CCCN3C[C@@H](C1)F)C(=C(N=C2)C2=CC=CC1=CC=C(C(=C21)C#C)F)F)C2CNCC2 N-ethyl-7-(8-ethynyl-7-fluoronaphthalen-1-yl)-8-fluoro-2-(((2R,7aS)-2-fluorotetrahydro-1H-pyrrolizin-7a(5H)-yl)methoxy)-N-(pyrrolidin-3-yl)pyrido[4,3-d]pyrimidin-4-amine